4-(5-(3-((2-((2-carboxyethyl)carbamoyl)-6-methoxyisoindolin-5-yl)oxy)propoxy)-6-methoxyisoindolin-2-yl)-4-oxobutanoic acid C(=O)(O)CCNC(=O)N1CC2=CC(=C(C=C2C1)OCCCOC=1C=C2CN(CC2=CC1OC)C(CCC(=O)O)=O)OC